NC1=NN(C=C1C(=O)NCCCC)COCC[Si](C)(C)C 3-amino-N-butyl-1-((2-(trimethylsilyl)ethoxy)methyl)-1H-pyrazole-4-carboxamide